N1(CCCCC1)C1=NC(=NC=C1)OC1CNCC1 3-((4-(piperidin-1-yl)pyrimidin-2-yl)oxy)pyrrolidin